(4,4,5,5-tetramethyl-1,3,2-dioxaborolan-2-yl)piperidin-4-amine CC1(OB(OC1(C)C)N1CCC(CC1)N)C